C(C1=CC=CC=C1)N1CC2(C(C1)C(=O)OC)CCN(CC2)CC2=CN(C1=CC=C(C=C21)F)CCC methyl 2-benzyl-8-((5-fluoro-1-propyl-1H-indol-3-yl)methyl)-2,8-diazaspiro[4.5]decane-4-carboxylate